C(C)O/C=C/C=1C(=CC(=NC1)OC)C(F)(F)F (E)-5-(2-Ethoxyvinyl)-2-methoxy-4-(trifluoromethyl)pyridine